C1(CC1)C=1C(=NSC1C(=O)NC1=CC(=NC=C1)C(F)(F)F)C=1C=NC=CC1 4-cyclopropyl-3-(pyridin-3-yl)-N-[2-(trifluoromethyl)pyridin-4-yl]-1,2-thiazole-5-carboxamide